(5R,6R)-5-Hydroxy-6-((R)-5H-imidazo[5,1-a]isoindol-5-yl)-N,N-dimethyl-5,6,7,8-tetrahydronaphthalen-2-carboxamid O[C@H]1C=2C=CC(=CC2CC[C@@H]1[C@H]1N2C(C3=CC=CC=C13)=CN=C2)C(=O)N(C)C